C(C)C(C/C(/C(=O)[O-])=C/C(=O)[O-])CCCC.C(C)C(C/C(/C(=O)[O-])=C/C(=O)[O-])CCCC.C(CCCCCCC)[Sn+4]CCCCCCCC dioctyltin bis(2-ethylhexylmaleate)